2-bromoxanthone BrC1=CC=2C(C3=CC=CC=C3OC2C=C1)=O